N1C=CC=2C1=NC=C(C2)C=2C=CC=1N(C2)C=C(N1)NC(=O)[C@H]1[C@H](C1)F (1S,2S)-N-(6-(1H-pyrrolo[2,3-b]pyridin-5-yl)imidazo[1,2-a]pyridin-2-yl)-2-fluorocyclopropane-1-carboxamide